(1-(5-chloro-6-((1-methylpiperidin-3-yl)oxy)-2-morpholinopyrimidin-4-yl)-3-phenyl-1H-pyrazol-5-yl)methanol ClC=1C(=NC(=NC1OC1CN(CCC1)C)N1CCOCC1)N1N=C(C=C1CO)C1=CC=CC=C1